O1C(=NC2=C1C=CC=C2)C2=C(C(N(C(=N2)N(C)C(C2=CC=CC=C2)C2=CC=C(C=C2)Br)C)=O)OC 6-(1,3-benzoxazol-2-yl)-2-{[(4-bromophenyl)(phenyl)methyl](methyl)amino}-5-methoxy-3-methylpyrimidin-4-one